O(C1=CC=CC=C1)C(C)O 1-phenoxyethanol